O=C1CC=2C=CC=CC2CC1 6-oxo-5,6,7,8-tetrahydronaphthalene